5-(2-Cyclopropylethyl)picolinic acid C1(CC1)CCC=1C=CC(=NC1)C(=O)O